COC=1C=C(C=CC1OC)C=1NC2=CC=C(C=C2C1CC)C(=O)NCCC1=CC=NC=C1 2-(3,4-dimethoxyphenyl)-3-ethyl-N-(2-(pyridin-4-yl)ethyl)-1H-indole-5-carboxamide